methyl 1-(pyridin-4-ylmethoxy)cyclopropane-1-carboxylate N1=CC=C(C=C1)COC1(CC1)C(=O)OC